OC[C@H]1N(C[C@H]1N1N=CN=C1)C(=O)OC(C)(C)C tert-butyl (2S,3R)-2-(hydroxymethyl)-3-(1H-1,2,4-triazol-1-yl)azetidine-1-carboxylate